ClC1=C(C(=O)O)C(=CC=C1Cl)I 2,3-dichloro-6-iodo-benzoic acid